1-(2,2-difluoroethyl)-8-(1-(2,2-difluoroethyl)-1H-pyrazolo[3,4-b]pyrazin-6-yl)-3-(6-(trifluoromethyl)pyridin-3-yl)-1,3,8-triazaspiro[4.5]decane-2,4-dione FC(CN1C(N(C(C12CCN(CC2)C2=CN=C1C(=N2)N(N=C1)CC(F)F)=O)C=1C=NC(=CC1)C(F)(F)F)=O)F